CS(=O)O.NC1=CC=CC=C1 aniline methanesulfinate salt